C(CCCCCCCCCCC)N(CCO)C 2-(dodecyl-(methyl)amino)ethan-1-ol